(3-(6-chloro-4-oxochromane-2-carboxamido)bicyclo[1.1.1]pent-1-yl)carbamic acid tert-butyl ester C(C)(C)(C)OC(NC12CC(C1)(C2)NC(=O)C2OC1=CC=C(C=C1C(C2)=O)Cl)=O